NC=1C2=C(N=CN1)N(C=C2C2=CC=C(C1=C2C=NO1)NC(=O)NC1=CC(=C(C=C1)OC1CCN(CC1)CC)C(F)(F)F)C1CC1 1-(4-(4-AMINO-7-CYCLOPROPYL-7H-PYRROLO[2,3-D]PYRIMIDIN-5-YL)BENZO[D]ISOXAZOL-7-YL)-3-(4-((1-ETHYLPIPERIDIN-4-YL)OXY)-3-(TRIFLUOROMETHYL)PHENYL)UREA